((5R,7aR)-5-(((tert-butyldiphenylsilyl)oxy)methyl)-2-methylenetetrahydro-1H-pyrrolizin-7a(5H)-yl)methanol [Si](C1=CC=CC=C1)(C1=CC=CC=C1)(C(C)(C)C)OC[C@@H]1N2CC(C[C@]2(CC1)CO)=C